2-[4-Ethylsulfanyl-6-(Trifluoromethyl)Pyridazin-3-Yl]-3-Methyl-6-(Trifluoromethyl)Imidazo[4,5-b]Pyridine C(C)SC1=C(N=NC(=C1)C(F)(F)F)C1=NC=2C(=NC=C(C2)C(F)(F)F)N1C